FC=1C=CC(=C(C1)C(CN1C(N(C(C(=C1)/C(/C)=N/OC(C)C)=O)NC(C(C)C)=O)=O)=O)OC (E)-N-(3-(2-(5-fluoro-2-methoxyphenyl)-2-oxoethyl)-5-(1-(isopropoxyimino)ethyl)-2,6-dioxo-3,6-dihydropyrimidin-1(2H)-yl)isobutyramide